6-chloro-N-(2,4-difluorophenyl)-1H-indole-3-sulfonamide ClC1=CC=C2C(=CNC2=C1)S(=O)(=O)NC1=C(C=C(C=C1)F)F